1-(dimethylamino)cyclopropanecarbaldehyde CN(C1(CC1)C=O)C